NC1=CC=C(OC2=CC(=C(C=C2)NC2=CC=CC=C2)CCC2=CC=CC=C2)C=C1 4-(4-aminophenoxy)-2-(phenethyl)phenylaniline